Hexylether C(CCCCC)OCCCCCC